N1NCC2C1=C1N(CCC2)NC2=C1C=NC=C2 hexahydropyrazolo[3,4-c]pyrido[4',3':3,4]pyrazolo[1,5-a]azepine